CNCCCCNC dimethyl-1,4-butylenediamine